1-fluoro-2-(2-fluoroethoxy)ethane FCCOCCF